ClC1=C(C=C(C=C1F)C1=NC(=NC2=NC(=C(N=C12)C)C)[C@H]1C[C@@H](OCC1)C1=CC(=NC=C1)C)F |r| 4-(4-chloro-3,5-difluoro-phenyl)-6,7-dimethyl-2-[rac-(2R,4R)-2-(2-methyl-4-pyridyl)tetrahydropyran-4-yl]pteridine